COC=1C(=CC=2C(=C3C(=NC2C1)CCC3)N[C@@H]3CCN(CCC3)CC)OC (4S)-N-{6,7-dimethoxy-1H,2H,3H-cyclopenta[b]quinolin-9-yl}-1-ethylazepan-4-amine